C(C1=CC=CC=C1)N1CCC(CC1)NC(=O)C1=CN(C2=C1C(N(C=C2C)C)=O)C N-(1-benzylpiperidin-4-yl)-1,5,7-trimethyl-4-oxo-4,5-dihydro-1H-pyrrolo[3,2-c]pyridine-3-carboxamide